C(#N)[C@H](C[C@H]1C(NCCC1)=O)NC([C@H](CC1CC1)N1C(=CC2=CC=CC=C12)C(=O)N)=O ((S)-2-[[(1S)-1-cyano-2-[(3S)-2-oxo-3-piperidyl]ethyl]amino]-1-(cyclopropylmethyl)-2-oxo-ethyl)-1H-indole-2-carboxamide